(E)-3-(3-acetamido-4-oxo-2,3,4,5-tetrahydro-1H-pyrido[2,3-b][1,4]diazepin-8-yl)-N-methyl-N-((3-methylbenzofuran-2-yl)methyl)acrylamide C(C)(=O)NC1CNC2=C(NC1=O)N=CC(=C2)/C=C/C(=O)N(CC=2OC1=C(C2C)C=CC=C1)C